NCC(=O)NC1=C2NC=NC2=NC(=N1)C(N)=O N6-glycinyl-carbamoyl-adenine